Ethyl 6-Cyanato-5-Fluorobenzofuran-3-Carboxylate O(C#N)C1=CC2=C(C(=CO2)C(=O)OCC)C=C1F